ClC=1C(=C(C=CC1)OB(O)O)O 3-chloro-2-hydroxyphenylboric acid